4-(2,4-dimethoxyphenoxy)-N-(1-oxidopyridin-1-ium-3-yl)-6-(trifluoromethyl)pyridine-3-carboxamide COC1=C(OC2=C(C=NC(=C2)C(F)(F)F)C(=O)NC=2C=[N+](C=CC2)[O-])C=CC(=C1)OC